OC1=C(C(CC2CC3CC4=CC=CC(=C4C(=C3C(C12O)=O)O)O)=O)C(=O)N 1,10,11,12a-tetrahydroxy-3,12-dioxo-4a,5,5a,6-tetrahydro-4H-tetracene-2-carboxamide